3-(5-(difluoromethyl)-1,3,4-thiadiazol-2-yl)-N-(1S,2R)-(1,2-dimethylcyclopropyl)-8-((3S,5S)-3,5-dimethylpiperazin-1-yl)-1-fluoroimidazo[1,5-a]pyridine-6-sulfonamide FC(C1=NN=C(S1)C1=NC(=C2N1C=C(C=C2N2C[C@@H](N[C@H](C2)C)C)S(=O)(=O)N[C@@]2([C@@H](C2)C)C)F)F